C(CCCCCCCCCCC)[N+](C)(C)CC Dodecane-1-yl-(ethyl)(dimethyl)ammonium